C(C)(C)(C)OC(=O)N1C[C@@H](N(C[C@H]1C)C=1C2=C(N=CN1)N(C=C2C(F)(F)F)C2(CCCCC2)C(=O)O)C (4-((2S,5R)-4-(tert-Butoxycarbonyl)-2,5-dimethylpiperazin-1-yl)-5-(trifluoromethyl)-7H-pyrrolo[2,3-d]pyrimidin-7-yl)cyclohexane-1-carboxylic acid